C(CCC)O[C@@H]1CC[C@H](CC1)NC(=O)C1=CN(C2=C1C(N(C=C2C)C)=O)CC N-(trans-4-butoxycyclohexyl)-1-ethyl-5,7-dimethyl-4-oxo-4,5-dihydro-1H-pyrrolo[3,2-c]pyridine-3-carboxamide